(S)-quinuclidin-3-yl (5-(3,5-dimethyl-4-propoxyphenyl)-2,2-diethyl-2,3-dihydro-1H-inden-1-yl)carbamat CC=1C=C(C=C(C1OCCC)C)C=1C=C2CC(C(C2=CC1)NC(O[C@@H]1CN2CCC1CC2)=O)(CC)CC